OC(C)(C1=CC=C(C=C1)OC)C1=C(NC=2N(C1=O)N=C(C2N2CCCCC2)C2=CC=CC=C2)C 6-(1-hydroxy-1-(4-methoxyphenyl)ethyl)-5-methyl-2-phenyl-3-(piperidin-1-yl)pyrazolo[1,5-a]pyrimidin-7(4H)-one